3-(Methacryloxy)propyltrimethoxysilane methyl-N-[(benzyloxy)carbonyl]-L-leucyl-3-[(3S)-2-oxopiperidin-3-yl]-L-alaninate CN([C@@H](CC(C)C)C(=O)OC([C@@H](N)C[C@H]1C(NCCC1)=O)=O)C(=O)OCC1=CC=CC=C1.C(C(=C)C)(=O)OCCC[Si](OC)(OC)OC